tetrabutylammonium tert-butyl-{(2S)-1-[({[(2S,5R)-7-oxo-6-(sulfooxy)-1,6-diazabicyclo[3.2.1]oct-2-yl]carbonyl}amino)oxy]propan-2-yl}carbamate C(C)(C)(C)N(C([O-])=O)[C@H](CONC(=O)[C@H]1N2C(N([C@H](CC1)C2)OS(=O)(=O)O)=O)C.C(CCC)[N+](CCCC)(CCCC)CCCC